C(C)C1OC(C2=CC=CC=C12)=O 3-ethylisobenzofuran-1(3H)-one